C(C1=CC=CC=C1)OC1=NC(=CC=C1C1=NN(C2=CC(=CC=C12)NC1=C(C=C(C=C1)CC(=O)OC)F)C)OCC1=CC=CC=C1 methyl 2-[4-[[3-(2,6-dibenzyloxy-3-pyridyl)-1-methyl-indazol-6-yl]amino]-3-fluoro-phenyl]acetate